C1=C(C(=CC2=CC=CC=C12)C#N)C#N 2,3-Naphthalenedicarbonitrile